C1(CCCCC1)C1=CC=C(C=C1)C=1NC=2N(C(C1)=O)N=C(C2C(=O)N2C(C(C2)CF)C)C2=NC=CN=C2 5-(4-cyclohexylphenyl)-3-(3-(fluoromethyl)-2-methylazetidine-1-carbonyl)-2-(pyrazin-2-yl)pyrazolo[1,5-a]pyrimidin-7(4H)-one